C(#N)C(CCC(=O)O)(C)SC(=S)C1=CC=CC=C1 4-cyano-4-(phenylcarbonothioylthio)pentanoic acid